NCC=C1CN(C1)C1=NC(=NC=2NC3=C(C=C(C=C3C21)F)NC)OC=2C=NC(=NC2)C (e)-4-(3-(2-Aminoethylidene)azetidin-1-yl)-6-fluoro-N-methyl-2-((2-methylpyrimidin-5-yl)oxy)-9H-pyrimido[4,5-b]indol-8-amine